(5-(trifluoromethyl)pyrazin-2-yl)-3,8-diazabicyclo[3.2.1]octane hydrochloride Cl.FC(C=1N=CC(=NC1)C12CNCC(CC1)N2)(F)F